[N+](=O)([O-])C=1C=C(C=CC1)C=CC(=O)N1C(C(CCC1)[Se]C1=CC=CC=C1)=O 1-(3-(3-nitrophenyl)acryloyl)-3-(phenylselanyl)piperidin-2-one